(S)-2-(4-(6-((6-chloro-4-methoxypyridin-3-yl)methoxy)-5-fluoropyridin-2-yl)-2,3,6-trifluorobenzyl)-1-(4,4-dimethyltetrahydrofuran-3-yl)-4-fluoro-1H-benzo[d]imidazole-6-carboxylic acid ClC1=CC(=C(C=N1)COC1=C(C=CC(=N1)C1=C(C(=C(CC2=NC3=C(N2[C@@H]2COCC2(C)C)C=C(C=C3F)C(=O)O)C(=C1)F)F)F)F)OC